COC(=O)C=1N=NC(=CC1)N1C=COC=C1.ClC1=NC(=CC2=CC=CC=C12)C1=CC(=CC(=C1)C)C chloro-3-(3,5-dimethylphenyl)isoquinoline methyl-6-(1,4-oxazin-4-yl)-1,2-diazine-3-carboxylate